C[Si](CCOC1=CC2=C(C(=N1)C=1C=C3C=NN(C3=CC1)C)C=CS2)(C)C trimethyl-[2-[4-(1-methylindazol-5-yl)thieno[3,2-c]pyridin-6-yl]oxyethyl]silane